C(C)OC(=O)C1=CC=2C(=NC=CC2)N1 1H-pyrrolo[2,3-b]Pyridine-2-carboxylic acid ethyl ester